C1(=CC=CC=C1)P(CCCCCCCCCCP(C1=CC=CC=C1)C1=CC=CC=C1)C1=CC=CC=C1 1,10-bis(diphenylphosphino)decane